N[C@@H]1CN(C[C@@H]1CO)C(=O)OCC1=CC=CC=C1 benzyl (3S,4S)-3-amino-4-(hydroxymethyl)pyrrolidine-1-carboxylate